C1=CC=CC=2C=3C=CC4=C(C3NC12)SC1=C4C=CC=C1 12H-benzo[4,5]thieno[2,3-a]carbazole